({[(2R,3S,4R,5R)-5-{2-chloro-6-[4-(methoxymethyl)piperidin-1-yl]-9H-purin-9-yl}-3,4-dihydroxyoxolan-2-yl]methoxy}methyl)phosphonic acid ClC1=NC(=C2N=CN(C2=N1)[C@H]1[C@@H]([C@@H]([C@H](O1)COCP(O)(O)=O)O)O)N1CCC(CC1)COC